(R)-N-(3-(3,5-dimethylisoxazol-4-yl)-4-(piperidin-2-ylmethoxy)phenyl)-5-methylisoxazole-4-carboxamide CC1=NOC(=C1C=1C=C(C=CC1OC[C@@H]1NCCCC1)NC(=O)C=1C=NOC1C)C